4-([1,1'-Biphenyl]-2-ylmethyl)piperazine-1-carboxylic acid tert-butyl ester C(C)(C)(C)OC(=O)N1CCN(CC1)CC1=C(C=CC=C1)C1=CC=CC=C1